C(C)N(C)CC1(COCC1)C=O 3-([ETHYL(METHYL)AMINO]METHYL)OXOLANE-3-CARBALDEHYDE